[Ni].[Co].[Li] lithium cobalt-nickel